COC(C(C(=O)OC)(CC(OC)OC)CC(OC)OC)=O.COC(CC(C(=O)OC)CC(OC)OC)OC methyl 2-(2,2-dimethoxyethyl)-4,4-dimethoxybutanoate Dimethyl-2,2-bis(2,2-dimethoxyethyl)propanedioate